C(C)(C)(C)OC(CNCCOC)=O N-(2-methoxyethyl)glycine tert-butyl ester